O1S(N([C@@H](C1)C(=O)[O-])C(=O)[O-])(=O)=O (S)-1,2,3-oxathiazolidine-3,4-dicarboxylate 2,2-dioxide